Br[O-].C(CCCCCCCCC)[N+](C)(C)C decyl-trimethyl-ammonium hypobromite